3-((3-(acryloyloxy) propyl) dimethylammonio)propane-1-sulfonate C(C=C)(=O)OCCC[N+](CCCS(=O)(=O)[O-])(C)C